C1(CC1)NC(C1=CC(=C(C=C1)C)C=1C=NN(C1)C1=CN=C2N1C=C(C=C2)C(C)O)=O N-cyclopropyl-3-{1-[6-(1-hydroxy-ethyl)-imidazo[1,2-a]pyridin-3-yl]-1H-pyrazol-4-yl}-4-methyl-benzamide